tert-butyl (S)-(8-fluoro-5,6-dihydro-4H-pyrrolo[3,2,1-ij]quinolin-5-yl)(methyl)carbamate FC=1C=C2C[C@@H](CN3C2=C(C1)C=C3)N(C(OC(C)(C)C)=O)C